(S)-6-ethyl-2-((4-((2-hydroxy-1-phenylethyl)amino)-5-(3-(pyridin-4-yl)-1,2,4-oxadiazol-5-yl)pyrimidin-2-yl)amino)-7,7-dimethyl-6,7-dihydro-5H-pyrrolo[3,4-b]pyridin-5-one C(C)N1C(C2=NC(=CC=C2C1=O)NC1=NC=C(C(=N1)N[C@H](CO)C1=CC=CC=C1)C1=NC(=NO1)C1=CC=NC=C1)(C)C